2-((1S,2S)-2-(2,4-difluorophenyl)cyclopropyl)-4,4,5,5-tetramethyl-1,3,2-dioxaborolane FC1=C(C=CC(=C1)F)[C@@H]1[C@H](C1)B1OC(C(O1)(C)C)(C)C